FC1=CC=C(C=C1)CCNCC(=O)O N-((S)-4-fluoro-phenyl-ethyl)-glycine